FC1=CC=CC(=N1)C(=O)O.ClC1=C(C(=CC=C1Cl)OC)[C@H]1C[C@H](NCC1)C(C)=O 1-[(2S,4R)-4-(2,3-dichloro-6-methoxyphenyl)piperidin-2-yl]Ethanone 6-fluoropyridineformate